(4-((9-isopropylisoxazolo[5,4-H]quinazolin-2-yl)amino)phenyl)(4-methylpiperazin-1-yl)methanone C(C)(C)C1=NOC2=CC=C3C=NC(=NC3=C21)NC2=CC=C(C=C2)C(=O)N2CCN(CC2)C